C(CCC)N(C1=CC=C(C=C1)C=1OCCOC1C1=CC=C(C=C1)C(F)(F)F)CCCC N,N-dibutyl-4-(3-(4-(trifluoromethyl)phenyl)-5,6-dihydro-1,4-dioxin-2-yl)aniline